N1=C2C(=CC=C1C=1C=CC(=NC1)N1CCC(CC1)CCN1CCN(CC1)C=1C=C3C(N(C(C3=CC1)=O)C1C(NC(CC1)=O)=O)=O)C=1C=NC=CC1N2 5-(4-(2-(1-(5-(9H-pyrrolo[2,3-b:4,5-c']dipyridin-2-yl)pyridin-2-yl)piperidin-4-yl)ethyl)piperazin-1-yl)-2-(2,6-dioxopiperidin-3-yl)isoindoline-1,3-dione